BrC=CC(=O)N1CCC(CC1)C1CCNC=2N1N=C(C2C(=O)N)C2=CC=C(C=C2)OC2=CC=CC=C2 7-(1-(3-bromopropenoyl)piperidin-4-yl)-2-(4-phenoxyphenyl)-4,5,6,7-tetrahydropyrazolo[1,5-a]pyrimidine-3-carboxamide